F[C@@]1(CC=2C=C3C(=NC2CC1)SC=N3)C(C)C (S)-7-fluoro-7-isopropyl-5,6,7,8-tetrahydrothiazolo[5,4-b]quinoline